methyl 4-amino-1-(1-chloroisoquinolin-5-yl)-2-oxo-7-(trifluoromethoxy)-1,2-dihydroquinoline-3-carboxylate NC1=C(C(N(C2=CC(=CC=C12)OC(F)(F)F)C1=C2C=CN=C(C2=CC=C1)Cl)=O)C(=O)OC